[Ru].CC(CC(C)=O)=O (2,4-pentanedione) ruthenium